C1(CC1)[C@]1(C(N(C[C@H]1C)C=1C=2N(N=CC1)C=C(C2)C2=NC=NC(=C2)C(F)(F)F)=O)C#N (3R,4S)-3-cyclopropyl-4-methyl-2-oxo-1-[6-[6-(trifluoromethyl)pyrimidin-4-yl]pyrrolo[1,2-b]pyridazin-4-yl]pyrrolidine-3-carbonitrile